COC=1C=C(C=CC1OC)C1=CC=CC=C1 (S)-(3',4'-dimethoxy-[1,1'-biphenyl])